ClC1=C(C=CC=C1OC)N1N=CC2=C1COC[C@@H]2NC(=O)C2=NNC(=C2CC)C (R)-N-(1-(2-chloro-3-methoxyphenyl)-1,4,5,7-tetrahydropyrano[3,4-c]pyrazol-4-yl)-4-ethyl-5-methyl-1H-pyrazole-3-carboxamide